C(CCCCCCCCCCC)SC(=S)SC(C)C 2-[(dodecylsulfanylthiocarbonyl)sulfanyl]propane